COCC(C)(C)NC(=O)C=1N=C2N(C=CC=C2C2=C(C=CC=C2)OCC(F)(F)F)C1 N-(1-methoxy-2-methylpropan-2-yl)-8-(2-(2,2,2-trifluoroethoxy)phenyl)imidazo[1,2-a]pyridine-2-carboxamide